FC1C(COC1)COC1=NN(C=C1[N+](=O)[O-])COCC[Si](C)(C)C ((4-fluorotetrahydrofuran-3-yl)methoxy)-4-nitro-1-((2-(trimethylsilyl)ethoxy)methyl)-1H-pyrazole